dioleoyl-ethanolamine phosphate P(=O)(O)(O)OCCN(C(CCCCCCC\C=C/CCCCCCCC)=O)C(CCCCCCC\C=C/CCCCCCCC)=O